6-((R)-3-(((S)-1-fluoropropan-2-yl)amino)-2-(4-((4-(morpholinomethyl)phenyl)ethynyl)phenyl)propyl)-5-hydroxypyrimidin-4(3H)-one FC[C@H](C)NC[C@H](CC1=C(C(NC=N1)=O)O)C1=CC=C(C=C1)C#CC1=CC=C(C=C1)CN1CCOCC1